C1=NC=C(C2=CC=CC=C12)N1C(NC2=CC(=CC=C2C1=O)C1=C(C(=O)N)C=CC=C1)=O 2-(3-(isoquinolin-4-yl)-2,4-dioxo-1,2,3,4-tetrahydroquinazolin-7-yl)benzamide